C(CCC)C1=C(C=C)C=CC=C1 2-(n-butyl)styrene